C(C1=CC=CC=C1)OC1=C(OC2=CC(=CC(=C2C1)OCC1=CC=CC=C1)OCC1=CC=CC=C1)C1=CC(=C(C=C1)OCC1=CC=CC=C1)F 3,5,7-tris(benzyloxy)-2-(4-(benzyloxy)-3-fluorophenyl)-4H-chromene